tert-butyl 5-(4-(tert-butoxycarbonyl)piperazin-1-yl)-3-((((S)-5,6,7,8-tetrahydroquinolin-8-yl)amino)methyl)-3,4-dihydroisoquinoline-2(1H)-carboxylate C(C)(C)(C)OC(=O)N1CCN(CC1)C1=C2CC(N(CC2=CC=C1)C(=O)OC(C)(C)C)CN[C@H]1CCCC=2C=CC=NC12